C(C)(SCCC1=C(C=CC=C1)CN1N=NC2=C1N=C(N=C2N2CC(CC2)(F)F)C(C)(C)C)=O S-2-((5-(tert-Butyl)-7-(3,3-difluoropyrrolidin-1-yl)-3H-[1,2,3]triazolo[4,5-d]pyrimidin-3-yl)methyl)phenethyl ethanethioate